C(N)(OC=1SC(=C(N1)C1=CC(N(C=C1)CC(F)(F)F)=O)C(C)O)=O [5-(1-hydroxyethyl)-4-[2-oxo-1-(2,2,2-trifluoroethyl)pyridin-4-yl]-1,3-thiazol-2-yl] carbamate